(Z)-methyl 7-((1R,2R,3R,5S)-3,5-dihydroxy-2-((R,E)-3-hydroxy-4-(3-(trifluoromethyl)phenoxy)but-1-enyl)cyclopentyl)hept-5-enoate O[C@H]1[C@@H]([C@H]([C@H](C1)O)C\C=C/CCCC(=O)OC)\C=C\[C@H](COC1=CC(=CC=C1)C(F)(F)F)O